(2RS)-2-[4-(2-ethylpropyl)phenyl]propanoic acid C(C)C(CC1=CC=C(C=C1)[C@H](C(=O)O)C)C |r|